C1(CCCCC1)CN1C(=NOC1=O)CC1=C(C(=CC=C1)Cl)Cl 4-(cyclohexylmethyl)-3-[(2,3-dichlorophenyl)methyl]-4,5-dihydro-1,2,4-oxadiazol-5-one